C(C)N(S(=O)(=O)C=1C=CC=2N(N1)C=NN2)C(C(F)(F)F)C2=CC=C(C=C2)F N-ethyl-N-(2,2,2-trifluoro-1-(4-fluorophenyl)ethyl)-[1,2,4]triazolo[4,3-b]pyridazine-6-sulfonamide